S1CCOCC1 thio-diethyl ether